FC1=CC=C(C=C1)C=1C=C2N(N1)[C@@H](CC2)C (6R)-2-(4-fluorophenyl)-6-methyl-5,6-dihydro-4H-pyrrolo[1,2-b]Pyrazole